ethyl 3-{[(1S)-2,2-difluorocyclopropyl] methoxy}-1-{1,4-dioxaspiro[4.5]decan-8-yl}-1H-pyrazole-4-carboxylate FC1([C@@H](C1)COC1=NN(C=C1C(=O)OCC)C1CCC2(OCCO2)CC1)F